COC1=C(C=CC=C1)C1=NCC2=NN=C(N2C=2SC=3CC(CC3C12)C(=O)O)C 9-(2-methoxyphenyl)-3-methyl-16-thia-2,4,5,8-tetraazatetracyclo-[8.6.0.02,6.011,15]hexadeca-1(10),3,5,8,11(15)-pentaene-13-carboxylic acid